(Z)-1-(3-(2-amino-5-methylphenyl)-4-oxothiazolidin-2-ylidene)-3-(4-(1-(4-(trifluoromethoxy)phenyl)-1H-1,2,4-triazol-3-yl)phenyl)urea NC1=C(C=C(C=C1)C)N1/C(/SCC1=O)=N/C(=O)NC1=CC=C(C=C1)C1=NN(C=N1)C1=CC=C(C=C1)OC(F)(F)F